COC1=C(CN2CC=3N=C(N=C(C3C2=O)C=2C=NN(C2C)C)N[C@H]2[C@H](CCCC2)NC(OC(C)(C)C)=O)C=CC(=C1)OC tert-butyl (1S,2R)-2-(6-(2,4-dimethoxybenzyl)-4-(1,5-dimethyl-1H-pyrazol-4-yl)-5-oxo-6,7-dihydro-5H-pyrrolo[3,4-d]pyrimidin-2-ylamino)cyclohexylcarbamate